ClC1=CC=C(C(=N1)C=1C=NN(C1)CCO)NC(C)C=1C=C(C=C2C(N3CCCN4N=CC(C12)=C43)=O)C 10-(1-((6-chloro-2-(1-(2-hydroxyethyl)-1H-pyrazol-4-yl)pyridin-3-yl)amino)ethyl)-8-methyl-4,5-dihydro-3H,6H-2,2a,5a-triazaaceanthrylen-6-one